F[C@@H]1[C@@H]([C@@H](CN(C1)C1=NC=CC(=N1)NC=1N=CC2=C(C=CC(=C2C1)C(C)C)N1CC(C1)CS(=O)(=O)C)O)OC (3R,4R,5S)-5-fluoro-1-[4-({8-[3-(methanesulfonylmeth-yl)azetidin-1-yl]-5-(propan-2-yl)isoquinolin-3-yl}amino)pyrimidin-2-yl]-4-methoxypiperidin-3-ol